O.C(\C=C/C(=O)O)(=O)O monomaleate hydrate